COC1=C(C=CC(=C1)OC)CN(C)C1=NC(=NC2=C(N(N=C12)COCC[Si](C)(C)C)CC1=CC(=CC=C1)F)Cl [(2,4-dimethoxyphenyl)methyl]-N-methyl{5-chloro-3-[(m-fluorophenyl)methyl]-2-{[2-(trimethylsilyl)ethoxy]methyl}-2H-1,2,4,6-tetraazainden-7-yl}amine